methyl (E)-4-oxo-4-piperazin-1-yl-but-2-enoate O=C(/C=C/C(=O)OC)N1CCNCC1